ClC1=C(C(=O)O)C=CC=C1N 2-CHLORO-3-AMINOBENZOIC ACID